tert-butyl 3,3-difluoro-4-[3-methyl-2-oxo-1-(2-trimethylsilylethoxymethyl) benzimidazol-4-yl]piperidine-1-carboxylate FC1(CN(CCC1C1=CC=CC=2N(C(N(C21)C)=O)COCC[Si](C)(C)C)C(=O)OC(C)(C)C)F